FC1=C(C#N)C=CC(=C1C=O)C=1C=NC(=NC1)C(F)(F)F 2-fluoro-3-formyl-4-(2-(trifluoromethyl)pyrimidin-5-yl)benzonitrile